racemic-2-(1-(5-chloro-2-((6-methoxy-2-methyl-1,2,3,4-tetrahydroisoquinolin-7-yl)amino)pyrimidin-4-yl)-6-fluoro-3-methylindolin-3-yl)acetic acid ClC=1C(=NC(=NC1)NC1=C(C=C2CCN(CC2=C1)C)OC)N1C[C@](C2=CC=C(C=C12)F)(C)CC(=O)O |r|